N1(N=NC=C1)CCCC1=CC=C(C=C1)S 4-(3-(1H-1,2,3-triazol-1-yl)propyl)benzenethiol